C(CCC)C1=NN(C(=C1O)CCCC)C(C)CC 3,5-di-n-butyl-1-sec-butyl-4-hydroxypyrazole